C1(CC1)[C@H](OCNC(CNC(OCC1C2=CC=CC=C2C=2C=CC=CC12)=O)=O)C(=O)OCC1=CC=CC=C1 Benzyl (S)-10-cyclopropyl-1-(9H-fluoren-9-yl)-3,6-dioxo-2,9-dioxa-4,7-diazaundecan-11-oate